O1C[C@H](CC1)C(=O)C1=CNC=2N=CN=C(C21)N[C@H]2CN(CCC2)C(C=C)=O 1-((R)-3-((5-((S)-tetrahydrofuran-3-carbonyl)-7H-pyrrolo[2,3-d]pyrimidin-4-yl)amino)piperidin-1-yl)prop-2-en-1-one